1-(2-((tetrahydro-2H-pyran-2-yl)oxy)ethyl)-4-(4,4,5,5-tetramethyl-1,3,2-dioxaborolan-2-yl)-1H-pyrazole O1C(CCCC1)OCCN1N=CC(=C1)B1OC(C(O1)(C)C)(C)C